racemic-6-(4-((2R,6S)-1-acetyl-4-acryloyl-6-(hydroxymethyl)piperazin-2-yl)-6-chloropyridin-2-yl)-N-methylpyrimidine-4-carboxamide C(C)(=O)N1[C@@H](CN(C[C@H]1CO)C(C=C)=O)C1=CC(=NC(=C1)Cl)C1=CC(=NC=N1)C(=O)NC |r|